FC(S(=O)(=O)[O-])(F)F.FC([S+]1C2=C(C3=C1C=CC=C3)C=CC=C2)(F)F 5-(trifluoromethyl)dibenzothiophen-5-ium trifluoromethanesulfonate